1-(3,4-dimethoxyphenyl)-3-hydroxy-2-(2-methoxyphenyl)propan-1-one COC=1C=C(C=CC1OC)C(C(CO)C1=C(C=CC=C1)OC)=O